O=C1NC(CCC1N1NC2=CC(=CC=C2C1=O)C(=O)NCC1=CC=C(C=C1)C)=O 2-(2,6-Dioxopiperidin-3-yl)-N-(4-methylbenzyl)-3-oxo-2,3-dihydro-1H-indazole-6-carboxamide